C1(CC1)C=1C(=C2C(C(N(C2=C(C1)F)C=1C(N(C(=CC1)C)CCCC(=O)O)=O)=O)(C)C)F 4-(3-(5-cyclopropyl-4,7-difluoro-3,3-dimethyl-2-oxoindolin-1-yl)-6-methyl-2-oxopyridin-1(2H)-yl)butanoic acid